octachlorocamphene CC1(C(=C)C2(C(C1(C(C2(Cl)Cl)(Cl)Cl)Cl)(Cl)Cl)Cl)C